Br[C@H](C(=O)O)CC(=O)O (S)-2-bromosuccinic acid